S1C(=NC2=C1C=CC=C2)NC(=NC(=O)NC2=CC=C(C=C2)F)N N-benzo[d]thiazol-2-yl-N''-(4-fluoroaniline-carbonyl)-guanidine